amino-6-(4-fluorophenyl)-4-methyl-5-(4-pyridyl)-1H-pyrazolo[3,4-b]pyridine NN1N=CC=2C1=NC(=C(C2C)C2=CC=NC=C2)C2=CC=C(C=C2)F